CN1C(CCC1)C1=NC=CC=C1 1-methyl-(2-pyridyl)pyrrolidine